ClC1=C(N(C(C2=C(C=CC=C12)C1=NC=C(C#N)C=C1)=O)C1=CC=CC=C1)[C@H](C)NC=1C2=C(N=CN1)NC=CC2=O (S)-6-(4-chloro-1-oxo-3-(1-((5-oxo-5,8-dihydropyrido[2,3-d]pyrimidin-4-yl)amino)ethyl)-2-phenyl-1,2-dihydroisoquinolin-8-yl)nicotinonitrile